7-(3-(N-(4-bromo-2,6-dimethylphenyl)sulfamoyl)phenyl)heptanoic acid BrC1=CC(=C(C(=C1)C)NS(=O)(=O)C=1C=C(C=CC1)CCCCCCC(=O)O)C